1-methyl-2-oxo-1,2-dihydropyridine-4-boronic acid pinacol ester CN1C(C=C(C=C1)B1OC(C)(C)C(C)(C)O1)=O